tert-butyl (4-(2-((((benzyloxy)carbonyl)(ethyl)amino)methyl)-1H-imidazo[4,5-c]quinolin-1-yl)butyl)(1,1-dioxidothietan-3-yl)carbamate C(C1=CC=CC=C1)OC(=O)N(CC)CC=1N(C2=C(C=NC=3C=CC=CC23)N1)CCCCN(C(OC(C)(C)C)=O)C1CS(C1)(=O)=O